C[C@H](/C=C/C[C@H]1CO[C@H]([C@@H]([C@@H]1O)O)C/C(=C/C(=O)OCCCCCCCC(=O)[O-])/C)[C@H](C)O The molecule is a monocarboxylic acid anion resulting from the deprotonation of the carboxy group of marinolic acid C. The major species at pH 7.3. It is a monocarboxylic acid anion and a member of marilonates. It is a conjugate base of a marinolic acid C.